tert-Butyl-4-cyano-4-(1-(3,4-difluoro-5-(methoxymethoxy)phenyl)-1H-indazol-5-yl)piperidine-1-carboxylate C(C)(C)(C)OC(=O)N1CCC(CC1)(C=1C=C2C=NN(C2=CC1)C1=CC(=C(C(=C1)OCOC)F)F)C#N